Cl.Cl.NC=1C=CC(=C(C1)C=1C=C2C(=NNC2=CC1)NC(=O)[C@H]1CNCCC1)Cl (3R)-N-[5-(5-amino-2-chlorophenyl)-1H-indazol-3-yl]piperidine-3-carboxamide dihydrochloride